FC1(CCC(CC1)NC(C(C=1C=NC(=CC1)F)N(C(=O)[C@@H]1NC[C@](C1)(C)O)C1=CC=C(C=C1)S(F)(F)(F)(F)F)=O)F (2R,4R)-N-[2-[(4,4-difluorocyclohexyl)amino]-1-(6-fluoro-3-pyridyl)-2-oxo-ethyl]-4-hydroxy-4-methyl-N-[4-(pentafluoro-λ6-sulfanyl)phenyl]pyrrolidine-2-carboxamide